naphthyl-(phenyl)anthracene-d8 C1(=CC=CC2=CC=CC=C12)C1=C2C(=C(C(=C(C2=C(C=2C(=C(C(=C(C12)[2H])[2H])[2H])[2H])[2H])[2H])[2H])[2H])C1=CC=CC=C1